(S)-8-(5-((1R,3R)-2-(2,2-difluoroethyl)-3-methyl-2,3,4,9-tetrahydro-1H-pyrido[3,4-b]indol-1-yl)pyrimidin-2-yl)-1-oxa-8-azaspiro[4.5]decane-3-carbaldehyde FC(CN1[C@@H](C=2NC3=CC=CC=C3C2C[C@H]1C)C=1C=NC(=NC1)N1CCC2(C[C@@H](CO2)C=O)CC1)F